NC=1C=C(C2=C(C(=CC=C2C1)F)CC)C1=CC=C2C(=NC(=NC2=C1F)OC[C@]12CCCN2C[C@@H](C1)F)O 7-(3-Amino-8-ethyl-7-fluoronaphthalen-1-yl)-8-fluoro-2-(((2R,7aS)-2-fluorotetrahydro-1H-pyrrolizin-7a(5H)-yl)methoxy)quinazolin-4-ol